C(CC(=O)[O-])(=O)OC(C)(CCCCCCCC)C(C)(C)C.[Ba+2].C(C)(C)(C)C(C)(CCCCCCCC)OC(CC(=O)[O-])=O barium 2-(tert-butyl)-2-decyl malonate